COCOC1=NOC(=C1)C=1C=CC(=NC1)OC1CC(C1)O 3-((5-(3-(methoxymethoxy)isoxazol-5-yl)-pyridin-2-yl)oxy)-cyclobutanol